CN(CCCOC1=C(C=C(C=C1)NC(=O)NC1=CC=C(C=C1)F)C=1N(N=CC1F)C)C 1-[4-(3-Dimethylamino-propoxy)-3-(4-fluoro-2-methyl-2H-pyrazol-3-yl)-phenyl]-3-(4-fluoro-phenyl)-urea